benzotriazol-1-yl-oxytri-pyrrolidinophosphonium N1(N=NC2=C1C=CC=C2)O[P+](N2CCCC2)(N2CCCC2)N2CCCC2